OC(C(=O)N)C 2-hydroxy-propionamide